N[C@@H](CCCOC1=C(C(=O)OC)C=CC(=C1)F)C |r| rac-Methyl 2-((4-aminopentyl)oxy)-4-fluorobenzoate